methyl (2S,3R)-3-hydroxy-1-[2-[(4-phenoxybenzoyl)amino]acetyl]pyrrolidine-2-carboxylate O[C@H]1[C@H](N(CC1)C(CNC(C1=CC=C(C=C1)OC1=CC=CC=C1)=O)=O)C(=O)OC